FCS(=O)(=O)N[C@@H]1[C@@H](N(CC12CC2)C(=O)N[C@@H](C(F)F)C)CC=2C(=C(C=CC2)C2=CC(=CC(=C2)F)F)F (6S,7S)-7-((fluoromethyl)sulfonamido)-N-((R)-1,1-difluoropropan-2-yl)-6-((2,3',5'-trifluoro-[1,1'-biphenyl]-3-yl)methyl)-5-azaspiro[2.4]heptane-5-carboxamide